N-[4-chloro-2-fluoro-3-([[3-methyl-1-(oxan-2-yl)pyrazolo[3,4-b]pyridin-5-yl]oxy]methyl)phenyl]-5-fluoro-2-methoxypyridine-3-sulfonamide ClC1=C(C(=C(C=C1)NS(=O)(=O)C=1C(=NC=C(C1)F)OC)F)COC=1C=C2C(=NC1)N(N=C2C)C2OCCCC2